tert-butyl (8-(6-(4-bromobutyl)pyrrolo[2,1-f][1,2,4]triazin-4-yl)-2,3,4,5-tetrahydrobenzo[b]oxepin-5-yl)carbamate BrCCCCC=1C=C2C(=NC=NN2C1)C=1C=CC2=C(OCCCC2NC(OC(C)(C)C)=O)C1